C(=O)OC1=C(C(=CC(=C1)C)O)C1=C2C(=C(N=N1)N[C@H]1CN(CCC1)C)C=NC=C2 5-methyl-2-(4-{[(3R)-1-methylpiperidin-3-yl]amino}pyrido[3,4-d]pyridazin-1-yl)benzene-1,3-diol formate